ClC1=NC(=NC=C1C(F)(F)F)NC1=CC=C(CNC(OC(C)(C)C)=O)C=C1 tert-butyl (4-((4-chloro-5-(trifluoromethyl)pyrimidin-2-yl)amino)benzyl)carbamate